(1S,2S)-2-((4-(4-((1R,2S)-6-(benzyloxy)-2-phenyl-1,2,3,4-tetrahydronaphthalen-1-yl)phenyl)piperazin-1-yl)methyl)cyclohexane-1-carbaldehyde C(C1=CC=CC=C1)OC=1C=C2CC[C@@H]([C@@H](C2=CC1)C1=CC=C(C=C1)N1CCN(CC1)C[C@@H]1[C@H](CCCC1)C=O)C1=CC=CC=C1